C(C)(C)(C)OC(CN1C(NC(C2=C1C=C(C=N2)N2CCOCC2)=O)=O)=O.ClC2=NC(C1=C(N2CC(=O)OC(C)(C)C)C=C(C=N1)N1CCOCC1)=O tert-butyl 2-(2-chloro-7-morpholino-4-oxo-pyrido[3,2-d]pyrimidin-1-yl)acetate Tert-butyl-[7-(morpholin-4-yl)-2,4-dioxo-3,4-dihydropyrido[3,2-d]pyrimidin-1(2H)-yl]acetate